OCC12CCC(CC1)(CC2)NC(=O)C=2N=C1N(C=CC=C1C1=C(C=CC=C1)OCC(F)(F)F)C2 N-(4-(hydroxymethyl)bicyclo[2.2.2]octan-1-yl)-8-(2-(2,2,2-trifluoroethoxy)phenyl)imidazo[1,2-a]pyridine-2-carboxamide